(E)-6-chloro-5-(2-(4,4-difluorocyclohexyl)vinyl)pyridin-3-amine ClC1=C(C=C(C=N1)N)\C=C\C1CCC(CC1)(F)F